C(#N)C=1C=C(C=C(C1N[C@@H](CSC1=CC=C(C=C1)F)[C@H](CN(C)C)OC)F)S(=O)(=O)NC(=O)[C@@]1(OCCCC1)C (R)-N-((3-CYANO-4-(((2R,3S)-4-(DIMETHYLAMINO)-1-((4-FLUOROPHENYL)THIO)-3-METHOXYBUTAN-2-YL)AMINO)-5-FLUOROPHENYL)SULFONYL)-2-METHYLTETRAHYDRO-2H-PYRAN-2-CARBOXAMIDE